ClC=1C=CC2=C(OCCN2C(=O)N2C3=C(OCC2)C=C(C=C3)Cl)C1 7-chloro-2,3-dihydro-4H-benzo[b][1,4]Oxazin-4-yl ketone